7-([1,2,4]triazolo[1,5-a]pyridin-6-yl)-4-(3,4-dichlorophenyl)-1,2,3,4-tetrahydroisoquinoline-3,3,4-d3 N=1C=NN2C1C=CC(=C2)C2=CC=C1C(C(NCC1=C2)([2H])[2H])([2H])C2=CC(=C(C=C2)Cl)Cl